di-BOCpyrazolone C(=O)(OC(C)(C)C)C1=C(C(N=N1)=O)C(=O)OC(C)(C)C